CC(N(C)C)(OC)OC N,N-dimethylacetamide dimethylacetal